tert-butyl (2S)-4-[7-(8-chloronaphthalen-1-yl)-2-[(2S)-pyrrolidin-2-ylmethoxy]-5H,6H,8H-pyrido[3,4-d]pyrimidin-4-yl]-2-(cyanomethyl)piperazine-1-carboxylate ClC=1C=CC=C2C=CC=C(C12)N1CC=2N=C(N=C(C2CC1)N1C[C@@H](N(CC1)C(=O)OC(C)(C)C)CC#N)OC[C@H]1NCCC1